CO[Si](O[Si](OC)(OC)CCCN(CC)CC)(OC)CCCN(CC)CC 3,3'-(1,1,3,3-tetramethoxydisiloxane-1,3-diyl)bis(N,N'-diethylpropane-1-amine)